2,4,5-trichlorodichlorobenzene ClC1=C(C=C(C(=C1Cl)Cl)Cl)Cl